Cl.N[C@@H]1C[C@H](CCC1)C(=O)N1CCN(CC1)C1=NC=C(C=N1)C(F)(F)F ((1S,3S)-3-aminocyclohexyl)(4-(5-(trifluoromethyl)pyrimidin-2-yl)piperazine-1-yl)methanone hydrochloride